C1(=CC=CC=C1)CCCC=1C2(C3=CC=CC=C3C1)CCC1(CC2)OCCO1 2''-(3-phenylpropyl)dispiro[[1,3]dioxolane-2,1'-cyclohexane-4',1''-indene]